2,2',3,3'-tetraphenyl-N,N'-ethylenebismaleimide C1(=CC=CC=C1)C(CN1C(C=C(C1=O)C1=CC=CC=C1)=O)N1C(C(=C(C1=O)C1=CC=CC=C1)C1=CC=CC=C1)=O